p-(methylamino)phenol CNC1=CC=C(C=C1)O